tetranonyl-ammonium fluoride [F-].C(CCCCCCCC)[N+](CCCCCCCCC)(CCCCCCCCC)CCCCCCCCC